lauryl-dimethylamine oxide (lauryl-dimethylaminoxide) C(CCCCCCCCCCC)CN([O-])C.C(CCCCCCCCCCC)[N+](C)(C)[O-]